N-(3,4-bis(3-(2-(trifluoromethyl)phenyl)ureido)phenyl)toluenesulfonamide FC(C1=C(C=CC=C1)NC(NC=1C=C(C=CC1NC(=O)NC1=C(C=CC=C1)C(F)(F)F)NS(=O)(=O)CC1=CC=CC=C1)=O)(F)F